1-(5-Aminopyridin-2-yl)-2-methyl-2-(1-(2,2,2-trifluoroethyl)-1H-pyrazol-4-yl)propane NC=1C=CC(=NC1)CC(C)(C=1C=NN(C1)CC(F)(F)F)C